OCC1CCC(CC1)C=1N=C2N(C=C(C(=C2)C(C)(C)O)NC(=O)C2=NC(=CC=C2)C(F)(F)F)C1 N-[2-[4-(hydroxymethyl)cyclohexyl]-7-(1-hydroxy-1-methyl-ethyl)imidazo[1,2-a]pyridin-6-yl]-6-(trifluoromethyl)pyridine-2-carboxamide